N-cyclopropyl-2,2-difluoro-N-((4-methyl-3-oxoquinuclidin-2-yl)methyl)acetamide C1(CC1)N(C(C(F)F)=O)CC1N2CCC(C1=O)(CC2)C